3-(4-(4-(2,2-Difluoroethyl)piperazin-1-yl)phenyl)-5-(2-fluoro-6-methylphenyl)-1H-pyrazolo[4,3-c]pyridazin-6(5H)-on FC(CN1CCN(CC1)C1=CC=C(C=C1)C1=NNC=2C1=NN(C(C2)=O)C2=C(C=CC=C2C)F)F